O1C=CC=2C(=NC=CC21)OCC(C)(C)NC(C[C@H]2N(CCC2)C)=O (S)-N-(1-(furo[3,2-c]pyridin-4-yloxy)-2-methylpropan-2-yl)-2-(1-methylpyrrolidin-2-yl)acetamide